OC1=C(C=C(C=C1O)S(=O)(=O)[O-])S(=O)(=O)[O-].[Na+].[Na+] disodium 4,5-dihydroxy-m-benzenedisulfonate